3-(2,3-dihydroxyphenyl)propionic acid OC1=C(C=CC=C1O)CCC(=O)O